3-(4-(Azepan-1-yl)pyrimidin-2-yl)-6-(trifluoromethyl)imidazo[1,2-a]pyrazine N1(CCCCCC1)C1=NC(=NC=C1)C1=CN=C2N1C=C(N=C2)C(F)(F)F